C(C)(C)(C)OC(CON=C1CC[C@]2(CCN([C@H]2C1)C)C1=CC(=C(C=C1)OC)OC)=O tert-butyl-2-[[(3aS,7aS)-3a-(3,4-dimethoxyphenyl)-1-methyl-2,3,4,5,7,7a-hexahydroindol-6-ylidene]amino]oxyacetate